SC1=NC=NC=N1 sulfydryl-s-triazine